N-(7-fluoro-2-methylimidazo[1,2-a]pyridin-6-yl)-4-(4-methylpiperazin-1-yl)-2,3-dihydro-1H-pyrrolo[2,3-b]pyridine-1-carboxamide 2,2,2-trifluoroacetate FC(C(=O)O)(F)F.FC1=CC=2N(C=C1NC(=O)N1CCC=3C1=NC=CC3N3CCN(CC3)C)C=C(N2)C